CS(=O)(=O)N=C1CC(=CC=C1)C1=C(C(=NC=C1C(F)(F)F)OC1=CC=C(C=C1)OC(F)(F)F)C(=O)N [3-(methylsulfonylimino)phenyl]-2-[4-(trifluoromethoxy)phenoxy]-5-(trifluoromethyl)pyridine-3-carboxamide